The molecule is a monohydroxyacetophenone that is acetophenone in which one of the methyl hydrogens has been replaced by a hydroxy group. It is a primary alcohol, a primary alpha-hydroxy ketone and a monohydroxyacetophenone. C1=CC=C(C=C1)C(=O)CO